4-bromo-3-fluoro-2-methylbenzene-1-sulfonamide BrC1=C(C(=C(C=C1)S(=O)(=O)N)C)F